1-methyl-3-propyltin CCCC[Sn]